6-[4-[acetyl-(methyl)amino]-3-methyl-phenyl]-N-[(2-methyl-3-pyridyl)methyl]pyridine-3-carboxamide C(C)(=O)N(C1=C(C=C(C=C1)C1=CC=C(C=N1)C(=O)NCC=1C(=NC=CC1)C)C)C